1-amino-6-(2-fluoro-6-methylphenyl)-4-(6-(piperazin-1-yl)pyridin-2-yl)isoquinoline-7-carbonitrile NC1=NC=C(C2=CC(=C(C=C12)C#N)C1=C(C=CC=C1C)F)C1=NC(=CC=C1)N1CCNCC1